2-(3-bromo-2-iodophenoxy)-1-(5-chloropyridin-2-yl)ethan-1-ol BrC=1C(=C(OCC(O)C2=NC=C(C=C2)Cl)C=CC1)I